C(C1=CC=CC=C1)N1C(C(=CC(=C1)C(=O)NC[C@@H]1C[C@@H](CC1)O)C(=O)NC)=O |r| (+/-)-1-benzyl-N5-(((cis)-3-hydroxycyclopentyl)methyl)-N3-methyl-2-oxo-1,2-dihydropyridine-3,5-dicarboxamide